tert-Butyl 6,8-difluoro-7-(1H-pyrazolo[4,3-d]pyrimidin-5-yl)-3,4-dihydroisoquinoline-2(1H)-carboxylate FC=1C=C2CCN(CC2=C(C1C=1N=CC2=C(N1)C=NN2)F)C(=O)OC(C)(C)C